N-(7-hydroxy-6-(4-hydroxyphenyl)-2,3-diphenylpyrazolo[1,5-a]pyrimidin-5-yl)acetamide OC1=C(C(=NC=2N1N=C(C2C2=CC=CC=C2)C2=CC=CC=C2)NC(C)=O)C2=CC=C(C=C2)O